6-(4-chlorophenyl)-2-(3-fluorophenyl)-N-[(3R,4S)-4-hydroxytetrahydrofuran-3-yl]-3-oxo-2,3-dihydropyridazine-4-carboxamide ClC1=CC=C(C=C1)C=1C=C(C(N(N1)C1=CC(=CC=C1)F)=O)C(=O)N[C@@H]1COC[C@H]1O